FC=1C=C(C(C(=O)F)=CC1F)C(=O)F 4,5-difluorophthaloyl fluoride